C(C1=CC=CC=C1)N1CC2N(CC1)CCN(C2)CC2=CC1=CC=CC=C1C=C2 2-benzyl-8-(naphthalen-2-ylmethyl)hexahydro-1H-pyrazino[1,2-a]pyrazine